4-bromo-6-methyl-7-oxo-6,7-dihydro-1H-pyrrolo[2,3-c]pyridine-1-carboxylic acid tert-butyl ester C(C)(C)(C)OC(=O)N1C=CC2=C1C(N(C=C2Br)C)=O